2-methyl-1-butylamine CC(CN)CC